OC1(CCN(CC1)C(=O)OC(C)(C)C)[C@@H](CC)N1C=NC(=CC1=O)C1=CC=CC=C1 (R,S)-tert-Butyl 4-hydroxy-4-(1-(6-oxo-4-phenylpyrimidin-1(6H)-yl)propyl)piperidine-1-carboxylate